C(C(=O)O)(=O)O.FC1=CC2=C(C(=NO2)C2CCN(CC2)CCCOC=2SC=C(N2)C2=NOC(=N2)C)C=C1 6-Fluoro-3-(1-{3-[4-(5-methyl-[1,2,4]oxadiazol-3-yl)-thiazol-2-yloxy]-propyl}-piperidin-4-yl)-benzo[d]isoxazole oxalate